C1(=C(C=CC=C1)C1=C(C(=NN=N1)C1=C(C2=C(OC3=C2C=CC=C3)C=C1)C1=CC=CC=C1)C1=C(C(=CC=3C2=CC=CC=C2CC13)C)C)C1=CC=CC=C1 [(biphenylyl)(dimethylfluorenyl)triazineyl](phenyldibenzofuran)